3-iodo-4-(pyrimidin-2-ylamino)benzonitrile IC=1C=C(C#N)C=CC1NC1=NC=CC=N1